C1(CCC1)CNCC=1C=CC=2N(C1)C=C(N2)CN2C(C1=CN=CC(=C1C=C2)C2CC2)=O 2-[(6-{[(cyclobutylmethyl)amino]methyl}imidazo[1,2-a]pyridin-2-yl)methyl]-5-cyclopropyl-1,2-dihydro-2,7-naphthyridin-1-one